5-(2-((4-((S)-2-(4-chloro-2-fluorophenyl)-2-methylbenzo[d][1,3]dioxol-4-yl)piperidin-1-yl)methyl)-4-methyl-1-(((S)-oxetan-2-yl)methyl)-1H-imidazol-5-yl)furan-2-carboxylic acid ClC1=CC(=C(C=C1)[C@@]1(OC2=C(O1)C=CC=C2C2CCN(CC2)CC=2N(C(=C(N2)C)C2=CC=C(O2)C(=O)O)C[C@H]2OCC2)C)F